C(CCCCCCCCCCC)OS(=O)(=O)[O-].C(C1=CC=CC=C1)(=O)C1=CC(=C(C=C1)C1=CC=C(C=C1)[S+](C1=CC=CC=C1)C1=CC=CC=C1)Cl 4-(4-benzoyl-2-chlorophenyl)phenyldiphenyl-sulfonium laurylsulfate